cyclohexane-1,3-diylbis(methylene) diisocyanate C1(CC(CCC1)CN=C=O)CN=C=O